ClC(C)(C)C chlorotertbutane